CN1CCC(CC1)NC(=O)C=1C=NC=CC1NC1=CC(=NC2=C1OCCN2C(=O)OC(C)(C)C)C2=NC(=CC=C2)C tert-butyl 8-({3-[(1-methylpiperidin-4-yl)carbamoyl]pyridin-4-yl}amino)-6-(6-methylpyridin-2-yl)-2H,3H,4H-pyrido[3,2-b][1,4]oxazine-4-carboxylate